4-[2-(3-bromobenzoyl)-2,3,4,9-tetrahydro-1H-β-carbolin-9-ylmethyl]-N-hydroxybenzoamide BrC=1C=C(C(=O)N2CC=3N(C4=CC=CC=C4C3CC2)CC2=CC=C(C(=O)NO)C=C2)C=CC1